N-(5-(5-chloro-4-(2-(dimethylphosphino)phenylamino)pyrimidin-2-ylamino)-2-(9-(dimethylamino)-3-azaspiro[5.5]undecan-3-yl)-4-methoxyphenyl)acrylamide ClC=1C(=NC(=NC1)NC=1C(=CC(=C(C1)NC(C=C)=O)N1CCC2(CC1)CCC(CC2)N(C)C)OC)NC2=C(C=CC=C2)P(C)C